7-(pentadecan-8-yl) heptanedioate C(CCCCCC(=O)OC(CCCCCCC)CCCCCCC)(=O)[O-]